ClC1=CC(=CC=2N=C(OC21)C=2C(=C(C=CC2)C2=C(C(=CC=C2)C=2SC=1CN(CCC1N2)CC)C)C)CN2C[C@@H](CC2)C(=O)O (R)-1-((7-chloro-2-(3'-(5-ethyl-4,5,6,7-tetrahydrothiazolo[5,4-c]pyridin-2-yl)-2,2'-dimethyl-[1,1'-biphenyl]-3-yl)benzo[d]oxazol-5-yl)methyl)pyrrolidine-3-carboxylic acid